ClC=1C=C(C=C(C1OC1=NNC(C2=CC=CC=C12)=O)Cl)N1N=C(C(NC1=O)=O)C#N 2-(3,5-dichloro-4-((4-oxo-3,4-dihydro-phthalazin-1-yl)oxy)phenyl)-3,5-dioxo-2,3,4,5-tetrahydro-1,2,4-triazine-6-carbonitrile